C(N)(=O)C1=CC=C(C(=C1C1=C(C(=CC2=C1C[C@](O2)(C2=CC=CC=C2)CN(C(OC(C)(C)C)=O)C)F)Cl)F)OCCOC2OCCCC2 tert-butyl (((2S,4R)-4-(6-carbamoyl-2-fluoro-3-(2-((tetrahydro-2H-pyran-2-yl)oxy)ethoxy)phenyl)-5-chloro-6-fluoro-2-phenyl-2,3-dihydrobenzofuran-2-yl)methyl)(methyl)carbamate